NC1=C(C=CC(=C1F)NCC1=CC=C(C=C1)C(F)(F)F)NC(CCCCCCCC)=O N-(2-amino-3-fluoro-4-((4-(trifluoromethyl)benzyl)amino)phenyl)nonanamide